1-(4-(3-(trifluoromethyl)benzyl)pyridin-2-yl)-5,6,7,8-tetrahydro-[1,2,3]triazolo[4,5-c]azepin-4(1H)-one FC(C=1C=C(CC2=CC(=NC=C2)N2N=NC=3C(NCCCC32)=O)C=CC1)(F)F